tert-butyl-4-[[1-(2,6-dioxo-3-piperidyl)-3-methyl-2-oxo-benzimidazol-5-yl]methyl]piperidine-1-carboxylate C(C)(C)(C)OC(=O)N1CCC(CC1)CC1=CC2=C(N(C(N2C)=O)C2C(NC(CC2)=O)=O)C=C1